methoxymethylpropanol COCC(CC)O